1-[4-[5-(7-methoxy-2-methyl-pyrazolo[3,4-c]pyridin-4-yl)-3-pyridinyl]phenyl]pyrrolidin-2-one COC1=NC=C(C=2C1=NN(C2)C)C=2C=C(C=NC2)C2=CC=C(C=C2)N2C(CCC2)=O